lithium phenylazobenzoate C1(=CC=CC=C1)N=NC1=C(C(=O)[O-])C=CC=C1.[Li+]